NC1=NC=2C=CC(=CC2C2=C1C=NN2C)C(=O)N(N(C)C(=O)N2CC(C2)(F)F)CC2=NC=C(C=C2)C(F)(F)F 4-amino-N'-(3,3-difluoroazetidine-1-carbonyl)-N',1-dimethyl-N-((5-(trifluoromethyl)pyridin-2-yl)methyl)-1H-pyrazolo[4,3-c]quinoline-8-carbohydrazide